C(C)S(=O)(=O)C1=CC2=C(N(C(N2C)=O)COC)C=C1C1=NC=2C(=NC=C(C2)C(F)(F)F)N1C 5-ethylsulfonyl-1-(methoxy-methyl)-3-methyl-6-[3-methyl-6-(trifluoromethyl)imidazo[4,5-b]pyridine-2-yl]benzimidazol-2-one